N-(4b-hydroxy-7-isopropyl-4-nitro-10-oxo-4b,10-dihydro-9bH-indeno[1,2-b]benzofuran-9b-yl)benzenesulfonamide OC12OC3=C(C1(C(C1=CC=CC(=C12)[N+](=O)[O-])=O)NS(=O)(=O)C1=CC=CC=C1)C=CC(=C3)C(C)C